COC1=C(CNC2=C3C(=NC=N2)N(N=C3[Sn](C)(C)C)C3CS(CC3)(=O)=O)C=CC(=C1)OC 3-(4-((2,4-dimethoxybenzyl)amino)-3-(trimethylstannyl)-1H-pyrazolo[3,4-d]pyrimidin-1-yl)tetrahydrothiophene 1,1-dioxide